8-(3-methoxy-3-methylazetidin-1-yl)-N-(2-methoxy-4-(1-methyl-1H-tetrazol-5-yl)phenyl)-6-methylpyrido[3,4-d]pyrimidin-2-amine COC1(CN(C1)C1=NC(=CC2=C1N=C(N=C2)NC2=C(C=C(C=C2)C2=NN=NN2C)OC)C)C